2-hydroxy-1-[4-[4-(2-hydroxy-2-methylpropionyl)phenoxy]phenyl]-2-methylpropan-1-one OC(C(=O)C1=CC=C(C=C1)OC1=CC=C(C=C1)C(C(C)(C)O)=O)(C)C